ClC1=C(C=CC=C1F)[C@@H]1[C@@H]2C([C@@H]2CN1C=1C=NC(=NC1)C(=O)N[C@@H](C)\C=C\S(=O)(=O)C)(F)F 5-((1R,2S,5S)-2-(2-Chloro-3-fluorophenyl)-6,6-difluoro-3-azabicyclo[3.1.0]hexan-3-yl)-N-((S,E)-4-(methylsulfonyl)but-3-en-2-yl)pyrimidine-2-carboxamide